1-methyl-6-(4,4,5,5-tetramethyl-1,3,2-dioxaborolan-2-yl)quinolin-2(1H)-one CN1C(C=CC2=CC(=CC=C12)B1OC(C(O1)(C)C)(C)C)=O